2-(4-(2-(3-fluoropiperidin-1-yl)ethoxy)phenyl)ethylamine FC1CN(CCC1)CCOC1=CC=C(C=C1)CCN